3-(benzo[d][1,3]dioxan-5-yl)-N-((3-(4-methoxyphenyl)isoxazol-5-yl)methyl)propanamide O1COCC2=C1C=CC=C2CCC(=O)NCC2=CC(=NO2)C2=CC=C(C=C2)OC